C(N)(OC(CC1CC(C1)OC1=CC=C(C=C1)C(C)(C)C1=CC=C(C=C1)OC1=NC=CC(=N1)C(C)(C)O)(C)C)=O ((1r,3r)-3-(4-(2-(4-((4-(2-hydroxypropan-2-yl)pyrimidin-2-yl)oxy)phenyl)propane-2-yl)phenoxy)cyclobutyl)tert-butyl carbamate